NC=1C(=C(C(=C2C(C=C(OC12)C1=CC(=C(C=C1)OC)OC)=O)OC)OC)OC 8-amino-2-(3,4-dimethoxyphenyl)-5,6,7-trimethoxy-4H-chromen-4-one